ClC1=NC=CC(=C1CC(=O)N1CCC2=CC(=CC(=C12)F)C1=NC(=NC=C1)NC1=CC=NN1C)F 2-(2-chloro-4-fluoropyridin-3-yl)-1-(7-fluoro-5-(2-((1-methyl-1H-pyrazol-5-yl)amino)pyrimidin-4-yl)indolin-1-yl)ethan-1-one